C(CCCCCCCCCCCCCCCCCC)(=O)OC[C@@H](OO)COP(=O)(O)OCC[N+](C)(C)C 1-Nonadecanoyl-2-hydroxy-sn-glycero-3-phosphorylcholine